7-bromo-1H,3H-pyrrolo[3,2-b]pyridin-2-one BrC1=C2C(=NC=C1)CC(N2)=O